6-chloro-5-(1-methoxycyclopropyl)pyridinecarbonitrile ClC1=C(C=CC(=N1)C#N)C1(CC1)OC